(((tert-butyldimethylsilyl)oxy)methyl)-4-methyloxazole [Si](C)(C)(C(C)(C)C)OCC=1OC=C(N1)C